BrC=1C(=C2C(C(NC2=CC1)=O)(C)C)F 5-bromo-4-fluoro-3,3-dimethyl-1H-indol-2-one